CC1=C(C=C(C=C1)S(=O)(=O)Cl)C(F)(F)F 4-methyl-3-(trifluoromethyl)benzenesulfonyl chloride